C(#N)C1=C(C=NC2=C1O[C@@H]1[C@H](N2C)CN(CC1)C(=O)OC(C)(C)C)/N=C/N(C)C tert-butyl (5aS,9aR)-4-cyano-3-(((E)-(dimethylamino)methylene)amino)-10-methyl-5a,6,9a,10-tetrahydro-7H-dipyrido[3,2-b:3',4'-e][1,4]oxazine-8(9H)-carboxylate